FC=1C(=C(C=CC1F)[C@@H]1[C@H](O[C@@](C1)(C(F)(F)F)C)C(=O)NC1=CC(=[N+](C=C1)[O-])C(=O)N)OC (2S,3R,5S)-4-[[3-(3,4-difluoro-2-methoxy-phenyl)-5-methyl-5-(trifluoromethyl)tetrahydrofuran-2-carbonyl]amino]-1-oxido-pyridin-1-ium-2-carboxamide